N1=C(C=CC=C1)CNC(=O)C1=NN=C(S1)C=1CN(CC1)C(=O)OC(C)(C)C tert-butyl 3-(5-((pyridin-2-ylmethyl) carbamoyl)-1,3,4-thiadiazol-2-yl)-2,5-dihydro-1H-pyrrole-1-carboxylate